tert-Butyldimethyl-silylchlorid C(C)(C)(C)[Si](C)(C)Cl